C(C)(C)(C)OC(=O)N1[C@@H](CCC1)C(CO[Si](C)(C)C(C)(C)C)O (S)-2-(2-(tert-butyldimethylsilyloxy)-1-hydroxyethyl)pyrrolidine-1-carboxylic acid tert-butyl ester